ClC1=C(C(=CC=C1)Cl)N1C=2N(C3=C(C1=O)C=NC(=N3)NC3=CC(=C1CCN(CC1=C3)C)C)CCN2 6-(2,6-Dichlorophenyl)-2-((2,5-dimethyl-1,2,3,4-tetrahydroisoquinolin-7-yl)amino)-8,9-dihydroimidazo[1,2-a]pyrimido[5,4-e]pyrimidin-5(6H)-one